1-(3-fluorophenyl)-3-isopropyl-N-(4-methyl-1,1-dioxidotetrahydro-2H-thiopyran-4-yl)-2-oxo-2,3-dihydro-1H-benzo[d]imidazole-5-carboxamide FC=1C=C(C=CC1)N1C(N(C2=C1C=CC(=C2)C(=O)NC2(CCS(CC2)(=O)=O)C)C(C)C)=O